COC(C1=C(C=C(C=C1)NC(=O)OC(C)(C)C)CCO)=O 4-((tert-Butoxycarbonyl)amino)-2-(2-hydroxyethyl)benzoic acid methyl ester